N-(tert-butyl)-3-((5-methyl-2-((4-(3-morpholinopropoxy)phenyl)amino)pyrimidin-4-yl)amino)benzenesulfonamide C(C)(C)(C)NS(=O)(=O)C1=CC(=CC=C1)NC1=NC(=NC=C1C)NC1=CC=C(C=C1)OCCCN1CCOCC1